3-((1,1,2,2,3,3-hexafluorohexyl)oxy)-4-(1-(methyl-d3)-1,2,5,6-tetrahydropyridin-3-yl)-1,2,5-thiadiazole FC(C(C(CCC)(F)F)(F)F)(F)OC1=NSN=C1C=1CN(CCC1)C([2H])([2H])[2H]